methyl (5R,7S)-7-((tert-butyldimethylsilyl)oxy)-4-azaspiro[2.4]heptane-5-carboxylate [Si](C)(C)(C(C)(C)C)O[C@H]1C[C@@H](NC12CC2)C(=O)OC